monoseleniomaleimide [SeH]C=1C(=O)NC(C1)=O